C(C)C=1C=CC(=C(C1)S(=O)(=O)NC1=NOC2=C1C(=CC(=C2)CN2N=CC=C2)OC)OC 5-ethyl-2-methoxy-N-{4-methoxy-6-[(1H-pyrazol-1-yl)methyl]-1,2-benzoxazol-3-yl}benzene-1-sulphonamide